Pentamethylcyclopentadienyl-dimethyl-(1-n-propyl-5,6,7,8-tetrahydro-1H-cyclopenta[b]naphthalene) hafnium [Hf].CC1=C(C(=C(C1(CC1(C(=CC=2C1=CC=1CCCCC1C2)C)CCC)C)C)C)C